C1(=CC=CC=C1)COC1=CC2=C(C(CO2)=O)C=C1 6-(phenylmethoxy)benzofuran-3(2H)-one